tetraisopropyl-ethylenediamine C(C)(C)N(CCN(C(C)C)C(C)C)C(C)C